Ethyl (5-(8-methyl-4-oxo-3,4-dihydrophthalazin-1-yl)-1H-benzimidazol-2-yl)carbamate CC=1C=CC=C2C(NN=C(C12)C1=CC2=C(NC(=N2)NC(OCC)=O)C=C1)=O